2-bromo-5-(6-methoxy-3-pyridyl)oxazole BrC=1OC(=CN1)C=1C=NC(=CC1)OC